ClC=1N=C2C(=C(C(N(C2=CC1)C)=O)C#N)N1CCC(CC1)NC1=CC=C(C=C1)Cl 6-chloro-4-[4-(4-chloroanilino)-1-piperidinyl]-1-methyl-2-oxo-1,5-naphthyridine-3-carbonitrile